FC(C(=O)O)(F)F.N[C@@H]1CN(CC1)C(CNC(\C=C\C1=CC=C(C=C1)C(F)(F)F)=O)=O (E)-N-[2-[(3S)-3-aminopyrrolidin-1-yl]-2-oxoethyl]-3-[4-(trifluoromethyl)phenyl]prop-2-enamide 2,2,2-trifluoroacetate